3-(6-(((3R,4R)-1-(5-chloro-4-((6-((4-methoxybenzyl)oxy)-5-methylnaphthalen-2-yl)amino)pyrimidin-2-yl)-3-methylpiperidin-4-yl)amino)-1-methyl-1H-indazol-3-yl)piperidine-2,6-dione ClC=1C(=NC(=NC1)N1C[C@H]([C@@H](CC1)NC1=CC=C2C(=NN(C2=C1)C)C1C(NC(CC1)=O)=O)C)NC1=CC2=CC=C(C(=C2C=C1)C)OCC1=CC=C(C=C1)OC